C1(CC1)NC1=NC=C(C=N1)C1=CC(=CC(=C1)S(=O)(=O)C1COCC1)N1CCOCC1 N-cyclopropyl-5-(3-morpholino-5-((tetrahydrofuran-3-yl)sulfonyl)phenyl)pyrimidin-2-amine